ClC1=CC=C(C(=N1)C1=CC(=C(C=O)C=C1)O)NC(C)C=1C=C(C=C2C(C(=C(OC12)N1CCCCC1)C)=O)C 4-[6-chloro-3-[1-[3,6-dimethyl-4-oxo-2-(1-piperidyl)chromen-8-yl]ethylamino]-2-pyridyl]-2-hydroxy-benzaldehyde